ClC1=CC=C2CC[C@@H](CC2=C1)N1C[C@H]([C@@H](C1)C)COC1=CC=C(C=C1)S(=O)(=O)C (3S,4S)-1-[(2S)-7-chloro-1,2,3,4-tetrahydronaphthalen-2-yl]-3-[(4-methanesulfonylphenoxy)methyl]-4-methylpyrrolidine